tert-butyl (S)-(1-(4'-(trifluoromethyl)-[1,1'-biphenyl]-4-yl)hexan-2-yl)carbamate FC(C1=CC=C(C=C1)C1=CC=C(C=C1)C[C@H](CCCC)NC(OC(C)(C)C)=O)(F)F